COC=1C(=C2C=CNC2=C(C1)C)CN1[C@H](C[C@@]2(CCOC2)CC1)C1=CC=C(C(=O)O)C=C1 4-((5R,7r)-8-((5-methoxy-7-methyl-1H-indol-4-yl)methyl)-2-oxa-8-azaspiro[4.5]decan-7-yl)benzoic acid